FC(C(=O)N1CCC(CC1)O)(F)C=1SC(=CN1)C(=O)NC1=CC(=C(C=C1)F)C 2-(1,1-difluoro-2-(4-hydroxypiperidin-1-yl)-2-oxoethyl)-N-(4-fluoro-3-methylphenyl)thiazole-5-carboxamide